4-Methoxymethyl-1-methyl-1,4-cyclohexadiene COCC=1CC=C(CC1)C